N-methyl-4-oxo-5-(2-(1-trityl-1H-imidazol-4-yl)benzylidene)-4,5,6,7-tetrahydrobenzo[d]thiazole-2-carboxamide CNC(=O)C=1SC2=C(N1)C(C(CC2)=CC2=C(C=CC=C2)C=2N=CN(C2)C(C2=CC=CC=C2)(C2=CC=CC=C2)C2=CC=CC=C2)=O